BrC1=C(C=C(C(=O)OC(C)(C)C)C=C1F)F tert-butyl 4-bromo-3,5-difluoro-benzoate